CN(C/C=C/C(=O)NC=1C=C2C(=NC1)N(C=C2C)C2=NC(=NC=C2F)NC=2C(=NN(C2)C)C)C (E)-4-(dimethylamino)-N-[1-[2-[(1,3-dimethylpyrazol-4-yl)amino]-5-fluoro-pyrimidin-4-yl]-3-methyl-pyrrolo[2,3-b]pyridin-5-yl]but-2-enamide